CC1=CC=C(C(=O)OC2=C(C(=CC(=C2)Cl)\C=N/C(CC2=CC=C(C=C2)O)C(CO)=O)OC(C(C)C)=O)C=C1 (Z)-5-chloro-3-((4-hydroxy-1-(4-hydroxyphenyl)-3-oxobutan-2-ylimino)methyl)-2-(isobutyryloxy)phenyl 4-methylbenzoate